COC1=C(C(=CC=C1)OC)C1=CC(=NN1C1=C(C=C(C=C1)NCCCCN(C)C)C(C)C)C(=O)NC1(C2CC3CC(CC1C3)C2)C(=O)O 2-(5-(2,6-dimethoxyphenyl)-1-(4-((4-(dimethylamino)butyl)amino)-2-isopropylphenyl)-1H-pyrazole-3-carboxamido)adamantane-2-carboxylic acid